C(#N)C1=NC2=CC(=CC(=C2N=C1N1CCC(CC1)(F)F)C(C)NC1=C(C(=O)O)C=CC=C1)C1CC1 2-((1-(2-cyano-7-cyclopropyl-3-(4,4-difluoropiperidin-1-yl)quinoxalin-5-yl)ethyl)amino)benzoic acid